C1CCCCCC(CCCCCCCCCC1)C(=O)N cycloheptadecane-7-carboxamide